Tert-butyl (R)-3-(2-isopropoxyphenoxy)piperidine-1-carboxylate C(C)(C)OC1=C(O[C@H]2CN(CCC2)C(=O)OC(C)(C)C)C=CC=C1